CNC(C([C@H](C[C@H]1C(N[C@@H](C1)C)=O)NC(=O)C=1C=NC=CC1)=O)=O N-[(1S)-3-(methylamino)-1-[[(3S,5R)-5-methyl-2-oxo-pyrrolidin-3-yl]methyl]-2,3-dioxo-propyl]pyridine-3-carboxamide